N-[1-(5-bromothiophen-2-yl)ethyl]-2-methyl-6-nitroquinazolin-4-amine methyl-4-{[(1R)-1-(3-chlorophenyl)ethyl]amino}-2-methylquinazoline-7-carboxylate COC(=O)C1=CC=C2C(=NC(=NC2=C1)C)N[C@H](C)C1=CC(=CC=C1)Cl.BrC1=CC=C(S1)C(C)NC1=NC(=NC2=CC=C(C=C12)[N+](=O)[O-])C